ClC1=CC=C(C=C1)/C=C/C(=O)C1=C(C=CC=C1OC1OCCCC1)OC (E)-3-(4-Chlorophenyl)-1-[2-methoxy-6-(oxan-2-yloxy)phenyl]prop-2-en-1-one